N-(2-fluoro-4-(5-(trifluoromethyl)-1,3,4-oxadiazol-2-yl)benzyl)-N-(2-(trifluoromethyl)phenyl)methanesulfonamide FC1=C(CN(S(=O)(=O)C)C2=C(C=CC=C2)C(F)(F)F)C=CC(=C1)C=1OC(=NN1)C(F)(F)F